ONC(=O)C=1C=CC=C2C([C@@H](NC12)C1=CC=C(C=C1)C(F)(F)F)(C)C (S)-N-hydroxy-3,3-dimethyl-2-(4-(trifluoromethyl)phenyl)indoline-7-carboxamide